ClC=1C(=CC(=C2CN(C(C12)=O)C(C(=O)NC=1SC=CN1)C1=C(C=CC(=C1)F)O)F)C1=CC=C(C=C1)C1CCN(CC1)CC 2-[7-chloro-6-[4-(1-ethyl-4-piperidyl)phenyl]-4-fluoro-1-oxo-isoindolin-2-yl]-2-(5-fluoro-2-hydroxy-phenyl)-N-thiazol-2-yl-acetamide